C(C)(C)(C)OC(=O)N1CCC(CC1)C1=CC2=C(NC(S2)=O)C=C1 4-(2-oxo-2,3-dihydrobenzo[d]thiazol-6-yl)piperidine-1-carboxylic acid tert-butyl ester